COC1=CC=C(COC2=C(C=CC(=N2)C=2C=CC=C3C(=CNC23)C(=O)C2=CC(=C(C(=C2)F)F)F)C(F)(F)F)C=C1 (7-(6-((4-methoxybenzyl)oxy)-5-(trifluoromethyl)pyridin-2-yl)-1H-indol-3-yl)(3,4,5-trifluorophenyl)methanone